benzyl (1R,3S)-1-((tert-butoxycarbonyl) amino)-3-(trifluoromethyl)-8-azaspiro[4.5]decane-8-carboxylate C(C)(C)(C)OC(=O)N[C@@H]1C[C@H](CC12CCN(CC2)C(=O)OCC2=CC=CC=C2)C(F)(F)F